2-((5-fluoro-1H-benzo-[d]imidazol-2-yl)amino)-1-methyl-1H-benzo[d]-imidazole-5-carboxylic acid FC1=CC2=C(NC(=N2)NC2=NC3=C(N2C)C=CC(=C3)C(=O)O)C=C1